C(C)(=O)N1C[C@@H](CCC1)CC(=O)N1[C@@H](C[C@H](C1)F)C(=O)N[C@H](C1=CC=C(C=C1)C(C)C)C1=CC=CC=C1 (2S,4R)-1-{2-[(3S)-1-acetylpiperidin-3-yl]acetyl}-4-fluoro-N-[(S)-phenyl[4-(propan-2-yl)phenyl]methyl]pyrrolidine-2-carboxamide